chromium (iii) picolinate N1=C(C=CC=C1)C(=O)[O-].[Cr+3].N1=C(C=CC=C1)C(=O)[O-].N1=C(C=CC=C1)C(=O)[O-]